(1s,3s)-3-(1H-pyrazolo[3,4-b]pyridin-1-yl)cyclobutyl 4-nitrobenzoat [N+](=O)([O-])C1=CC=C(C(=O)OC2CC(C2)N2N=CC=3C2=NC=CC3)C=C1